4-(4-(4-(((3R,5R)-5-((1H-1,2,4-triazol-1-yl)methyl)-5-(2,4-difluorophenyl)-tetrahydrofuran-3-yl)methoxy)-3-methylphenyl)piperazin-1-yl)benzoic acid tert-butyl ester C(C)(C)(C)OC(C1=CC=C(C=C1)N1CCN(CC1)C1=CC(=C(C=C1)OC[C@@H]1CO[C@](C1)(C1=C(C=C(C=C1)F)F)CN1N=CN=C1)C)=O